1-[(4-chlorophenyl)methyl]-7-(3-hydroxypropyl)-4-methyl-2-[3-(trifluoromethoxy)phenoxy]-1H,4H,5H,6H,7H,8H-imidazo[4,5-e][1,4]diazepin-5,8-dione ClC1=CC=C(C=C1)CN1C(=NC=2N(C(CN(C(C21)=O)CCCO)=O)C)OC2=CC(=CC=C2)OC(F)(F)F